(±)-8-(2-hydroxy-2-methylcyclopentyl)-6-(methyl-d3)-2-((1-(methylsulfonyl)piperidin-4-yl)amino)pyrido[2,3-d]pyrimidin-7(8H)-one OC1(C(CCC1)N1C(C(=CC2=C1N=C(N=C2)NC2CCN(CC2)S(=O)(=O)C)C([2H])([2H])[2H])=O)C